C(C)N1CCN(CC1)C1=CC2=C(N=NC=C2N[C@H](C)C2=CC(=CC(=C2)C(F)(F)F)[N+](=O)[O-])C=N1 (R)-6-(4-ethylpiperazin-1-yl)-N-(1-(3-nitro-5-(trifluoromethyl)phenyl)ethyl)pyrido[3,4-c]pyridazin-4-amine